C1(=CC=CC=C1)C1(COC1)C(=O)O 3-phenyl-3-oxetanecarboxylic acid